CC1=CC2(CCC(N2)=O)C=C(C1=O)C 7,9-dimethyl-1-azaspiro[4.5]decan-6,9-diene-2,8-dione